C(C=C)(=O)OCCCCCCOC1=CC=C(C(=O)OC2=C(C=C(C=C2)OC(=O)C2CCC(CC2)CC)C(=NNCCCCCCCC(=O)OCC)C=2SC3=C(N2)C=CC=C3)C=C1 [2-[1,3-benzothiazol-2-yl-(8-ethoxy-8-oxo-octyl)hydrazonomethyl]-4-(4-ethylcyclohexanecarbonyl)oxy-phenyl] 4-(6-prop-2-enoyloxyhexoxy)benzoate